(R)-2-(3-(1-(4-methyl-4H-1,2,4-triazol-3-yl)propan-2-yl)phenyl)-4-(prop-1-en-2-yl)-2,3-dihydropyrrolo[3,4-c]pyridin-1-one CN1C(=NN=C1)C[C@@H](C)C=1C=C(C=CC1)N1CC=2C(=NC=CC2C1=O)C(=C)C